C(C=C)(=O)N1CCC(CC1)C#CC1=C(C2=C(N=CN=C2N)N1C(C)C)C1=CC=C(C=C1)C(C#N)C1=CC=CC=C1 2-(4-(6-((1-acryloyl-piperidin-4-yl)eth-ynyl)-4-amino-7-iso-propyl-7H-pyrrolo[2,3-d]pyrimidin-5-yl)phenyl)-2-phenylacetonitrile